C(C)N(C=1C=CC2=C(OC=C2)C1)CC 6-(diethylamino)benzo[B]furan